FC1=CC=C(CC2=NN(C=C2)C(=O)OC(C)(C)C)C=C1 tert-Butyl 3-(4-fluorobenzyl)-1H-pyrazole-1-carboxylate